3'-bromo-4'H,6'H-spiro[cyclopropane-1,5'-pyrrolo[1,2-b]pyrazole] BrC1=C2N(N=C1)CC1(C2)CC1